C1=C(C=CC2=CC=CC=C12)S(=O)(=O)N1C2CN(C(C1)C2)C=2SC(=CN2)C2=NOC(=N2)C(F)(F)F 3-(2-(5-(Naphthalen-2-ylsulfonyl)-2,5-diazabicyclo[2.2.1]heptan-2-yl)thiazol-5-yl)-5-(trifluoromethyl)-1,2,4-oxadiazole